(3-((Benzyloxy)methyl)-4-ethyl-5-oxo-4,5-dihydro-1H-1,2,4-triazol-1-yl)-6-(2-chloro-6-fluorophenyl)-3-fluoro-1,6-naphthyridin-5(6H)-one C(C1=CC=CC=C1)OCC1=NN(C(N1CC)=O)C1=NC=2C=CN(C(C2C=C1F)=O)C1=C(C=CC=C1F)Cl